FC(C(=O)O)(F)F.FC1=C(C=CC(=C1)F)S(=O)(=O)NC=1C(=NC=C(C1)C1=NC2=C(C=CN=C2C=C1)N1CCNCC1)OC 2,4-difluoro-N-(2-methoxy-5-(8-(piperazin-1-yl)-1,5-naphthyridin-2-yl)pyridin-3-yl)benzenesulfonamide trifluoroacetate